C(C)(C)(C)OC(=O)N1CCN(CC1)C1=C(N(C=2N(C1=O)N=C(N2)Br)CC(=O)NC2=C(C=C(C=C2)C(F)(F)F)Cl)CC 4-(2-bromo-4-(2-((2-chloro-4-(trifluoromethyl)phenyl)amino)-2-oxoethyl)-5-ethyl-7-oxo-4,7-dihydro-[1,2,4]triazolo[1,5-a]pyrimidin-6-yl)piperazine-1-carboxylic acid tert-butyl ester